8-(1-(cyclopropylmethyl)-1H-pyrazol-4-yl)-2-fluoro-8-methyl-7,8-dihydro-6H-cyclopenta[e]pyrazolo[1,5-a]pyrimidine-6-carboxylic acid C1(CC1)CN1N=CC(=C1)C1(CC(C=2C=NC=3N(C21)N=C(C3)F)C(=O)O)C